NC1=C(C=C(N=N1)C1=C(C=CC=C1)O)N1C=CN=CC=C1 2-[6-amino-5-(1,4-diazepin-1-yl)pyridazin-3-yl]phenol